OCCN1C=NC=2N(C(N(C)C(C12)=O)=O)C 7-(β-Hydroxyethyl)theophylline